(R)-N-(6-(1H-pyrazol-4-yl)isoquinolin-3-yl)-1-(2-fluoropropyl)piperidine-4-carboxamide N1N=CC(=C1)C=1C=C2C=C(N=CC2=CC1)NC(=O)C1CCN(CC1)C[C@@H](C)F